N-(5-Chloro-2-methyl-4-(2H-1,2,3-triazol-2-yl)phenyl)-1-(8-fluoroisochinolin-4-yl)-5-(trifluoromethyl)-1H-pyrazol-4-carboxamid ClC=1C(=CC(=C(C1)NC(=O)C=1C=NN(C1C(F)(F)F)C1=CN=CC2=C(C=CC=C12)F)C)N1N=CC=N1